6-(5-fluoropyrimidin-2-yl)bicyclo[4.1.0]heptan-3-one FC=1C=NC(=NC1)C12CCC(CC2C1)=O